C1(CC1)C(CNC(=O)C1=NOC(N1)=O)CC1=C(C=C(C=C1)F)F N-(2-cyclopropyl-3-(2,4-difluorophenyl)propyl)-5-oxo-4,5-dihydro-1,2,4-oxadiazole-3-carboxamide